tert-butyl 5-bromo-2-(1-(tert-butoxycarbonyl)piperidin-4-yl)-6-isopropyl-4H-pyrrolo[2,3-d]thiazole-4-carboxylate BrC1=C(C2=C(N=C(S2)C2CCN(CC2)C(=O)OC(C)(C)C)N1C(=O)OC(C)(C)C)C(C)C